4-(4-(chloromethyl)-3-fluorophenyl)-2-methylpyridine ClCC1=C(C=C(C=C1)C1=CC(=NC=C1)C)F